COC1=NC=C(C=C1C1=C(C=CC=C1)S(=O)(=O)NC)C=1C=C2C(=NC=NC2=CC1)N1CC2(CN(C2)C(C=CC(C)=O)=O)CC1 (2-methoxy-5-(4-(2-(4-oxopent-2-enoyl)-2,6-diazaspiro[3.4]octan-6-yl)quinazolin-6-yl)pyridin-3-yl)-N-methylbenzenesulfonamide